tert-butyl ((2-(3-(3-(cyanomethylene)-1-(4-methyl-4H-1,2,4-triazol-3-yl)cyclobutyl)phenyl)-3-oxo-7-(trifluoromethyl)isoindolin-5-yl)methyl)(1-methylcyclobutyl)-carbamate C(#N)C=C1CC(C1)(C1=NN=CN1C)C=1C=C(C=CC1)N1CC2=C(C=C(C=C2C1=O)CN(C(OC(C)(C)C)=O)C1(CCC1)C)C(F)(F)F